(R)-2-((6-(4-fluorophenyl)-4-((1-(2-(trifluoromethyl)pyrimidin-5-yl)ethyl)amino)quinazolin-8-yl)oxy)acetamide FC1=CC=C(C=C1)C=1C=C2C(=NC=NC2=C(C1)OCC(=O)N)N[C@H](C)C=1C=NC(=NC1)C(F)(F)F